tert-butyl 8-(((trans)-2-(methoxy carbonyl)cyclopropyl)methyl)-3,8-diazabicyclo[3.2.1]octane-3-carboxylate COC(=O)[C@H]1[C@@H](C1)CN1C2CN(CC1CC2)C(=O)OC(C)(C)C